L-glucose iodide [I-].O=C[C@@H](O)[C@H](O)[C@@H](O)[C@@H](O)CO